C(C)(C)(C)OC(NCCC=NO)=O (3-hydroxyimino-propyl)-carbamic acid tert-butyl ester